ClC=1C(=NC(=NC1)N[C@@H]1C[C@H]2CO[C@@H]([C@H]1O)O2)C2=C1OC[C@@H](N3CCOC(C(=C2)F)=C31)C (1S,3R,4S,5R)-3-((5-chloro-4-((S)-9-fluoro-4-methyl-2,3,4,5-tetrahydro-1,6-dioxa-3a-azaphenalen-7-yl)pyrimidin-2-yl)amino)-6,8-dioxabicyclo[3.2.1]octan-4-ol